O=C1C2=C(N(C(N1)=S)CCOC(C)C)C=CN2 4-Oxo-1-[2-{propan-2-yloxy}ethyl]-2-sulfanylidene-1H,2H,3H,4H,5H-pyrrolo[3,2-d]pyrimidin